CC1=NN=C(S1)C=1C=C2C=C(N=CC2=CC1)NC(CN1C(C(OC(C1([2H])[2H])([2H])[2H])([2H])[2H])([2H])[2H])=O N-(6-(5-methyl-1,3,4-thiadiazol-2-yl)isoquinolin-3-yl)-2-(morpholinyl-d8)Acetamide